1,3-Dihydroxypropan-2-yl 4-(2-((2Z,5Z,8Z)-tetradeca-2,5,8-trien-1-yl)phenyl)butanoate C(\C=C/C\C=C/C\C=C/CCCCC)C1=C(C=CC=C1)CCCC(=O)OC(CO)CO